COC(CC1CCC(CC1)=O)=O 2-(4-oxocyclohexyl)acetic acid methyl ester